2-iodoimidazole hexafluorophosphate F[P-](F)(F)(F)(F)F.IC=1NC=CN1